6-[4-[bis(4-fluorophenyl)methyl]piperazine-1-carbonyl]-4H-1,4-benzoxazin-3-one FC1=CC=C(C=C1)C(N1CCN(CC1)C(=O)C=1C=CC2=C(NC(CO2)=O)C1)C1=CC=C(C=C1)F